N-hydroxy-3-((6-(trifluoromethyl)oxazolo[4,5-b]pyridin-2-yl)amino)benzamide ONC(C1=CC(=CC=C1)NC=1OC=2C(=NC=C(C2)C(F)(F)F)N1)=O